2-methyl-2H-pyrazolo[4,3-b]pyridin CN1N=C2C(N=CC=C2)=C1